(2R)-N-((R or S)-(3-chloro-4-fluoro-phenyl)(trans-4-(trifluoromethyl)cyclohexyl)methyl)-2-methyl-3-oxo-piperazine-1-carboxamide ClC=1C=C(C=CC1F)[C@H](NC(=O)N1[C@@H](C(NCC1)=O)C)[C@@H]1CC[C@H](CC1)C(F)(F)F |o1:8|